[(2R,3S,4R,5R)-5-[2,5-dicyano-4-(cyclopentyl-amino)pyrrolo[2,3-d]-pyrimidin-7-yl]-3,4-dihydroxy-tetrahydro-furan-2-yl]methoxy-methylphosphonic acid C(#N)C=1N=C(C2=C(N1)N(C=C2C#N)[C@H]2[C@@H]([C@@H]([C@H](O2)COCP(O)(O)=O)O)O)NC2CCCC2